NC1=NC2=CC=C(C=C2C=C1C)C(=O)N(CC1=NC=C(C=C1)C(F)(F)F)[C@H]1[C@@H](CCC1)C#N 2-amino-N-((1R,2R)-2-cyanocyclopentyl)-3-methyl-N-((5-(trifluoromethyl)-2-pyridinyl)methyl)-6-quinolinecarboxamide